COC1=CC=C(C=C1)C(OC[C@@H](COC(CCC(=O)O)=O)COCN1C(NC(C=C1)=O)=O)(C1=CC=CC=C1)C1=CC=C(C=C1)OC.C(C)N(CC)CC |o1:11| triethylamine (R*)-4-(3-[bis(4-methoxyphenyl)(phenyl)methoxy]-2-{[(2,4-dioxo-3,4-dihydropyrimidin-1(2H)-yl)methoxy]methyl}propoxy)-4-oxobutanoate